The molecule is a phosphorus oxoacid that consists of one oxo and three hydroxy groups joined covalently to a central phosphorus atom. It has a role as a solvent, a human metabolite, an algal metabolite and a fertilizer. It is a conjugate acid of a dihydrogenphosphate and a phosphate ion. OP(=O)(O)O